2-chloro-5-nitro-pyridine-3-carbonitrile ClC1=NC=C(C=C1C#N)[N+](=O)[O-]